4-((2S,5R)-4-acryloyl-2,5-dimethylpiperazin-1-yl)-7-chloro-6-fluoro-1-(2-isopropyl-4-methylpyridin-3-yl)pyrido[2,3-d]pyrimidin-2(1H)-one C(C=C)(=O)N1C[C@@H](N(C[C@H]1C)C=1C2=C(N(C(N1)=O)C=1C(=NC=CC1C)C(C)C)N=C(C(=C2)F)Cl)C